FC=1C=CC(=C2C=C(N(C12)CCNC1=CC(=NC=N1)C1=CC=C(C=C1)C1=C(C(=NO1)C)C(=O)O)C)OC 5-(4-{6-[2-(7-Fluoro-4-methoxy-2-methyl-indol-1-yl)-ethylamino]-pyrimidin-4-yl}-phenyl)-3-methyl-isoxazole-4-carboxylic acid